diethyl undecanedioate C(CCCCCCCCCC(=O)OCC)(=O)OCC